1,1-bis(3-cyclohexyl-4-cyanophenyl)cyclohexane C1(CCCCC1)C=1C=C(C=CC1C#N)C1(CCCCC1)C1=CC(=C(C=C1)C#N)C1CCCCC1